2,3-trimethylpentane CCC(C)(C)C(C)C